NCC=1C=C(C=CC1)C1CCN(CC1)C(=O)C=1C=C(C=CC1)C1=C(C=CC=C1)B(O)O 3'-(4-(3-(aminomethyl)phenyl)piperidine-1-carbonyl)biphenyl-2-ylboronic acid